CC=1C=C2C=CC(=CN2C1C(=O)OC)OCC1=CN=C(S1)C methyl 2-methyl-6-((2-methylthiazol-5-yl)methoxy)indolizine-3-carboxylate